CAFFEIC ACID PHENYL ESTER C1(=CC=CC=C1)OC(\C=C\C1=CC(O)=C(O)C=C1)=O